5-(4-((8-fluoro-3-(methylthio)-2-oxo-1,2-dihydro-1,6-naphthyridin-7-yl)methyl)piperazin-1-yl)-N,6-dimethylpicolinamide FC=1C(=NC=C2C=C(C(NC12)=O)SC)CN1CCN(CC1)C=1C=CC(=NC1C)C(=O)NC